C1=CC2=C3C(=C1)N=NC3=NC=C2 TRIAZAACENAPHTHYLENE